ClC=1C=C(C(=O)O)C=C(C1Cl)O 3,4-dichloro-5-hydroxybenzoic acid